C(C)(=O)N1CCC(CC1)NC(N)=O 3-(1-acetylpiperidin-4-yl)urea